COC1=C(C=CC(=C1)NC1C2CC3CC(CC1C3)(C2)C(=O)N2CCOCC2)NC2=NC=C(C(=N2)NC2=C(C(=O)NC)C=CC=C2C)C(F)(F)F 2-((2-((2-methoxy-4-((5-(morpholin-4-carbonyl)adamantan-2-yl)amino)phenyl)amino)-5-(trifluoromethyl)pyrimidin-4-yl)amino)-N,3-dimethylbenzamide